[K+].C(C(=O)[O-])(=O)OC monomethyl oxalate monopotassium salt